methyl (1r,4r)-4-((5-((3-amino-6-(4-fluorophenyl)pyridin-2-yl)amino)pyridin-2-yl)carbamoyl)cyclohexane-1-carboxylate NC=1C(=NC(=CC1)C1=CC=C(C=C1)F)NC=1C=CC(=NC1)NC(=O)C1CCC(CC1)C(=O)OC